N-methyl-2-(1-{[3-methyl-3-(trifluoromethyl)-1H-pyrazol-1-yl]acetyl}piperidin-4-yl)-N-[(1R)-1,2,3,4-tetrahydronaphthalen-1-yl]-1,3-thiazole-4-carboxamide CN(C(=O)C=1N=C(SC1)C1CCN(CC1)C(CN1NC(C=C1)(C(F)(F)F)C)=O)[C@@H]1CCCC2=CC=CC=C12